O1C(OCC1)CCC(C(C)C)N1CC(C1)CC1=CC(=C2N1C(=CN=C2)C)C2=C(C(=O)N(C(C)C)C)C=C(C=C2)F 2-[6-({1-[1-(1,3-dioxolan-2-yl)-4-methylpentan-3-yl]azetidin-3-yl}methyl)-4-methylpyrrolo[1,2-a]pyrazin-8-yl]-5-fluoro-N-methyl-N-(isopropyl)benzamide